3-chloro-8-methyl-7-(3-(2-methylthiazol-5-yl)-7,8-dihydro-1,6-naphthyridin-6(5H)-yl)-4H-pyrimido[1,2-b]pyridazin-4-one ClC1=CN=C2N(N=C(C(=C2)C)N2CC=3C=C(C=NC3CC2)C2=CN=C(S2)C)C1=O